3-[(2,5-Dimethylpyridin-4-Yl)Acetyl]Benzonitrile CC1=NC=C(C(=C1)CC(=O)C=1C=C(C#N)C=CC1)C